(R)-1-{4-Chloro-3-[4-(7-cyclopropyl-2,7-diaza-spiro[4.4]non-2-yl)-6-(3,5-dimethyl-isoxazol-4-yl)-5-methyl-pyrimidin-2-yl]-phenoxy}-3-methyl-amino-propan-2-ol ClC1=C(C=C(O[C@H](C(CC)O)N)C=C1)C1=NC(=C(C(=N1)N1CC2(CC1)CN(CC2)C2CC2)C)C=2C(=NOC2C)C